Rel-(1's,3S,17'R,20's)-6'-fluoro-8',19'-dioxa-12'-azaspiro[morpholine-3,16'-tetracyclo[18.2.2.02,7.012,17]tetracosane] FC1CCCC2C3CCC(OC[C@H]4[C@]5(CCCN4CCCOC12)NCCOC5)CC3 |o1:12,13|